2-(3-chlorophenyl)-4-phenyl-6-(1-phenyldibenzo[b,d]thiophen-4-yl)-1,3,5-triazine ClC=1C=C(C=CC1)C1=NC(=NC(=N1)C1=CC=CC=C1)C1=CC=C(C2=C1SC1=C2C=CC=C1)C1=CC=CC=C1